O1C(CCCC1)N1C2=CC=C(C=C2C=2C=C(C=CC12)N1C2=CC=CC=C2C=2C=CC=CC12)N1C2=CC=CC=C2C=2C=CC=CC12 9'-(tetrahydro-2H-pyran-2-yl)-9'H-9,3':6',9''-tercarbazole